2-(methylthio)-6-(oxetan-3-ylmethyl)-6,7-dihydro-5H-pyrrolo[3,4-d]pyrimidin-5-one CSC=1N=CC2=C(N1)CN(C2=O)CC2COC2